P(=O)(O)([O-])[O-].OC[NH3+].OC[NH3+] (hydroxymethyl)ammonium hydrogen phosphate